BrCC1=C(C=CC(=C1F)F)CC#N 2-bromomethyl-3,4-difluorophenylacetonitrile